ClC=1C=C(C=C(C1)NCCO)NC(=O)NC1=C(C=CC=C1)CO 1-[3-chloro-5-(2-hydroxyethylamino)phenyl]-3-(2-hydroxymethylphenyl)urea